(R)-(((3-((1-methylpyrrolidin-2-yl)methyl)-1H-indol-4-yl)oxy)methyl)phosphonic acid CN1[C@H](CCC1)CC1=CNC2=CC=CC(=C12)OCP(O)(O)=O